4-[3-chloro-6-fluoro-2-[2-(3-methyl-1,2-benzoxazol-6-yl)ethyl]phenyl]-5-hydroxy-2,6-dimethyl-pyridazin-3-one ClC=1C(=C(C(=CC1)F)C=1C(N(N=C(C1O)C)C)=O)CCC1=CC2=C(C(=NO2)C)C=C1